tert-butyl (E)-(8-(3-(dimethylamino)acryloyl)pyrido[3,4-d]pyridazin-5-yl)((5-fluoro-2,3-dihydrobenzofuran-4-yl)methyl)carbamate CN(/C=C/C(=O)C1=CN=C(C2=CN=NC=C21)N(C(OC(C)(C)C)=O)CC2=C(C=CC1=C2CCO1)F)C